dimethyl-decadienal tert-Butyl-(E)-3-(4-(dimethylamino)-2-oxobut-3-en-1-yl)piperidine-1-carboxylate C(C)(C)(C)OC(=O)N1CC(CCC1)CC(\C=C\N(C)C)=O.CC(=C(C=O)C)C=CCCCCC